6-(pyridin-4-yl)pyrazolo[1,5-a]pyridine N1=CC=C(C=C1)C=1C=CC=2N(C1)N=CC2